N-cyclopropyl-2-(difluoromethoxy)-6-methoxy-4-[7-(4-methylmorpholin-3-yl)imidazo[1,2-a]pyridin-3-yl]benzamide C1(CC1)NC(C1=C(C=C(C=C1OC)C1=CN=C2N1C=CC(=C2)C2N(CCOC2)C)OC(F)F)=O